CN1C=NC(=C1)S(=O)(=O)N1CCC(CC1)NC1=NC=C(C(=N1)C=1C=NN(C1)C=1C(=NC(=CC1)CNC)C)C(F)(F)F N-(1-((1-Methyl-1H-imidazol-4-yl)sulfonyl)piperidin-4-yl)-4-(1-(2-methyl-6-((methylamino)methyl)pyridin-3-yl)-1H-pyrazol-4-yl)-5-(trifluoromethyl)pyrimidin-2-amine